N1C=CC2=CC(=CC=C12)OC=1C=C(C=CC1)C=1NC(=NN1)CC=1C=C(C=CC1)CCCC(=O)OCC ethyl 4-(3-((5-(3-((1H-indol-5-yl)oxy)phenyl)-4H-1,2,4-triazol-3-yl)methyl)phenyl)butanoate